C(C1=CC=CC=C1)OC(=O)NCC=1C(=NOC1C1=CC=C(C(=N1)C)O[C@@H]1C[C@H](CCC1)C(=O)OCC)C (1S,3S)-Ethyl 3-((6-(4-((((benzyloxy)carbonyl)amino)methyl)-3-methylisoxazol-5-yl)-2-methylpyridin-3-yl)oxy)cyclohexanecarboxylate